5-[2-fluoro-6-hydroxy-3-(3-methylbut-3-en-1-yn-1-yl)phenyl]-1λ6,2,5-thiadiazolidine-1,1,3-trione FC1=C(C(=CC=C1C#CC(=C)C)O)N1CC(NS1(=O)=O)=O